5-methyl-nonane CC(CCCC)CCCC